O=C1NC(CCC1N1C(C2=CC=C(C=C2C1=O)N1CCC(CC1)C(=O)N1CCC(CC1)C(=O)O)=O)=O 1-(1-(2-(2,6-dioxopiperidin-3-yl)-1,3-dioxoisoindolin-5-yl)piperidine-4-carbonyl)piperidine-4-carboxylic acid